alpha-Fmoc-Nepsilon-Boc-L-lysine C(=O)(OCC1C2=CC=CC=C2C2=CC=CC=C12)[C@](N)(CCCCNC(=O)OC(C)(C)C)C(=O)O